(2R,4S)-N-[7-fluoro-2-[[2-[2-oxo-3-(3-oxo-4H-pyrazino[2,3-b][1,4]oxazin-6-yl)oxazolidin-5-yl]ethylamino]methyl]indan-5-yl]-4-hydroxy-pyrrolidine-2-carboxamide FC=1C=C(C=C2CC(CC12)CNCCC1CN(C(O1)=O)C1=NC2=C(OCC(N2)=O)N=C1)NC(=O)[C@@H]1NC[C@H](C1)O